NC=1N=NC(=CC1N1CC2CCC(C1)N2C=2C=C(C=O)C=CC2)Cl 3-[3-(3-amino-6-chloro-pyridazin-4-yl)-3,8-diazabicyclo[3.2.1]octan-8-yl]benzaldehyde